2-[[2-fluoro-4-[[(2-fluoro-3-nitrophenyl)methyl]sulfonyl]phenyl]thio]-5-methoxy-N-(5-methyl-1H-pyrazol-3-yl)-6-(4-morpholinyl)-4-pyrimidinamine FC1=C(C=CC(=C1)S(=O)(=O)CC1=C(C(=CC=C1)[N+](=O)[O-])F)SC1=NC(=C(C(=N1)NC1=NNC(=C1)C)OC)N1CCOCC1